3-amino-6-(8-chloroquinolin-6-yl)-5-(1-methyl-1H-pyrazol-3-yl)pyrazin NC=1C=NC(=C(N1)C1=NN(C=C1)C)C=1C=C2C=CC=NC2=C(C1)Cl